S(=O)(=O)([O-])[O-].[Mn+].[Mn+] manganese (i) sulfate